(R)-6-fluoro-1-(3-fluoro-2-methylphenyl)-4-oxo-7-(2-((pyridin-2-yloxy)methyl)pyrrolidin-1-yl)-1,4-dihydroquinoline-3-carboxylic acid FC=1C=C2C(C(=CN(C2=CC1N1[C@H](CCC1)COC1=NC=CC=C1)C1=C(C(=CC=C1)F)C)C(=O)O)=O